N,N-diethyl-3-(4-((1-methyl-1H-pyrazol-4-yl)methylene)-5-oxo-4,5-dihydrooxazol-2-yl)Benzenesulfonamide C(C)N(S(=O)(=O)C1=CC(=CC=C1)C=1OC(C(N1)=CC=1C=NN(C1)C)=O)CC